Cl.NCC1=NOC(C1)(C(=O)OCC)C(C)C Ethyl 3-(aminomethyl)-5-isopropyl-4,5-dihydroisoxazole-5-carboxylate hydrochloride